(6-(((3-(1-Ethyl-1H-1,2,4-triazol-3-yl)-4-methoxy-5-nitrophenylmethyl)oxy)methyl)-5-fluoropyridin-2-yl)carbamic acid tert-butyl ester C(C)(C)(C)OC(NC1=NC(=C(C=C1)F)COCC1=CC(=C(C(=C1)[N+](=O)[O-])OC)C1=NN(C=N1)CC)=O